N-((1S,4r)-4-(((2S,5R)-5-((S)-(3-Fluorophenyl)(hydroxy)methyl)pyrrolidin-2-yl)methyl)cyclohexyl)acetamide hydrochloride Cl.FC=1C=C(C=CC1)[C@@H]([C@H]1CC[C@H](N1)CC1CCC(CC1)NC(C)=O)O